tert-Butyl 4-(4-((4-(1-ethyl-3-(5-fluoropyridin-3-yl)-1H-pyrazol-4-yl)pyrimidin-2-yl)amino)phenyl)piperazine-1-carboxylate C(C)N1N=C(C(=C1)C1=NC(=NC=C1)NC1=CC=C(C=C1)N1CCN(CC1)C(=O)OC(C)(C)C)C=1C=NC=C(C1)F